C(C)C1=NC=CC=C1C=1C=C(C(=O)OC)C=C(C1)F methyl 3-(2-ethylpyridin-3-yl)-5-fluorobenzoate